(neopentyl-cyclopentadienyl)tris(ethylmethylamino)titanium C(C(C)(C)C)C1(C=CC=C1)[Ti](N(CC)C)(N(CC)C)N(C)CC